FC1=CC=C(COC=2C=CC(=C3C=CC(NC23)=O)[C@@H]2OC2)C=C1 (S)-8-((4-fluorobenzyl)oxy)-5-(oxiran-2-yl)quinolin-2(1H)-one